N1CC(C1)C1=NN(C2=NC=CC(=C21)CO)C2=C(C=C(C=C2)OC(F)(F)F)Cl [3-(azetidin-3-yl)-1-[2-chloro-4-(trifluoromethoxy)phenyl]pyrazolo[3,4-b]pyridin-4-yl]methanol